BrC1=CC=C(C=C1)[C@]12[C@](C3=NC=C(C=C3O1)OC)(C([C@@H]([C@H]2C2=CC=CC=C2)C(=O)OC)=O)O |r| rac-methyl (5aR,6S,7R,8aR)-5a-(4-bromophenyl)-8a-hydroxy-3-methoxy-8-oxo-6-phenyl-5a,7,8,8a-tetrahydro-6H-cyclopenta[4,5]furo[3,2-b]pyridine-7-carboxylate